[(4-methoxyphenyl)diphenyl-methoxy]methyloxolane-2-carbaldehyde COC1=CC=C(C=C1)C(OCC1(OCCC1)C=O)(C1=CC=CC=C1)C1=CC=CC=C1